ClC=1N=NC(=CC1C1=CC=2N(C=C1)N=C(C2)NC(=O)C2CC2)Cl N-(5-(3,6-dichloropyridazin-4-yl)pyrazolo[1,5-a]pyridin-2-yl)cyclopropanecarboxamide